Cl[Si](O[Si](O[Si](Cl)(C)C)(C)C)(C)C 1,5-dichlorohexamethyltrisiloxane